1-vinyl-3-methylsulfonyl-imidazole bromide salt [Br-].C(=C)N1CN(C=C1)S(=O)(=O)C